CC=1C=C(C(=S)NC=2C=CC3=C(C(=CS3)C3=CCN4CCCCC4CC3)C2)C=CC1 5-(3-methylthiobenzoyl)amino-3-(1-azabicyclo[5.4.0]undec-3-en-4-yl)-benzothiophene